titanium tetra(diethylphosphinate) C(C)P([O-])(=O)CC.C(C)P([O-])(=O)CC.C(C)P([O-])(=O)CC.C(C)P([O-])(=O)CC.[Ti+4]